CC1=NC=2C(=NC(=CC2)C2=CC(=NC=C2)N)N1C1=CC=C(C=C1)CN1CCN(CC1)CC#C 4-(2-methyl-3-(4-((4-(prop-2-yn-1-yl)piperazin-1-yl)methyl)phenyl)-3H-imidazo[4,5-b]pyridin-5-yl)pyridin-2-amine